(2S,4R)-1-((S)-2-azido-3-methylbutanoyl)-4-hydroxy-N-((R)-2-hydroxy-1-(2',3',6'-trifluoro-[1,1'-biphenyl]-4-yl)ethyl)pyrrolidine-2-carboxamide N(=[N+]=[N-])[C@H](C(=O)N1[C@@H](C[C@H](C1)O)C(=O)N[C@@H](CO)C1=CC=C(C=C1)C1=C(C(=CC=C1F)F)F)C(C)C